C1(=CC=C(C=C1)C=1C2=CN(N=C2C=CC1)CCC1=CC=C(C(=O)O)C=C1)C=1CCCCC1 4-(2-(4-(2',3',4',5'-tetrahydro-[1,1'-biphenyl]-4-yl)-2H-indazol-2-yl)ethyl)benzoic acid